C1(CC1)N1N=CC(=C1)C=1C=C(C=CC1)N(C(=O)[C@@H]1CC[C@H](CC1)C(=O)O)C[C@@H]1CC[C@H](CC1)C1=NC(=C(C=C1)OC)C trans-4-((3-(1-Cyclopropyl-1H-pyrazol-4-yl)phenyl)((trans-4-(5-methoxy-6-methylpyridin-2-yl)cyclohexyl)methyl)carbamoyl)-cyclohexanecarboxylic acid